FC1=CC2=C(N=C(N=C2N2[C@H](CNCC2)C)CCCC=2C(=NC=CC2O)C(C)C)N=C1C1=C(C=CC=C1CCCO)F 6-fluoro-7-(2-fluoro-6-(3-hydroxypropyl)phenyl)-1-(4-hydroxy-2-isopropylpyridin-3-yl)propan-3-yl-4-((S)-2-methylpiperazin-1-yl)pyrido[2,3-d]Pyrimidin